(S)-N-(1-amino-3-hydroxy-2-methyl-1-oxopropan-2-yl)-5-(4-cyclopropyl-2-fluorophenyl)-2-methylbenzofuran-3-carboxamide NC([C@@](CO)(C)NC(=O)C1=C(OC2=C1C=C(C=C2)C2=C(C=C(C=C2)C2CC2)F)C)=O